F[C@@H]1CN(CC1)CC1=C2C[C@@H](OC3=C(SC(C(N1)=O)=C32)C=3C=NNC3)C (S)-6-(((S)-3-fluoropyrrolidin-1-yl)methyl)-4-methyl-2-(1H-pyrazol-4-yl)-5,7-dihydro-3-oxa-1-thia-7-azaacenaphthylen-8(4H)-one